7-fluoro-4-methoxy-3-(2-(pyrrolidin-1-yl)ethyl)-1-((2-(trimethylsilyl)ethoxy)methyl)-1H-indazole FC=1C=CC(=C2C(=NN(C12)COCC[Si](C)(C)C)CCN1CCCC1)OC